CC=1C(=NNC1)[C@H](C)O |o1:6| (S*)-1-(4-methyl-1H-pyrazol-3-yl)ethanol